(4-hydroxybutyl)thiophene-2,5-dicarboxamide OCCCCC1=C(SC(=C1)C(=O)N)C(=O)N